4-(1-(3-Chloro-2-methylpyridin-4-yl)-1H-imidazol-4-yl)-N-(1-(methylsulfonyl)piperidin-4-yl)-5-(trifluoro-methyl)pyrimidin-2-amine ClC=1C(=NC=CC1N1C=NC(=C1)C1=NC(=NC=C1C(F)(F)F)NC1CCN(CC1)S(=O)(=O)C)C